BrC=1C=CC(=C(C1)C1=NC(=NC(=N1)C1=CC=CC=C1)C1=CC=CC=C1)C=1C=NC=CC1 2-(5-bromo-2-(pyridin-3-yl)phenyl)-4,6-diphenyl-1,3,5-triazine